2-[(4bR,7aR)-8-(5-fluoropyrimidin-2-yl)-6,7,7a,8-tetrahydro-4bH-furo[2',3':4,5]pyrrolo[2,3-c]pyridazin-3-yl]-3-methyl-5-(trifluoromethyl)phenol FC=1C=NC(=NC1)N1[C@H]2[C@@H](C3=C1N=NC(=C3)C3=C(C=C(C=C3C)C(F)(F)F)O)OCC2